N-(7-chloro-6-(1-methyl-1H-pyrazol-4-yl)isoquinolin-3-yl)-1-methylpiperidine-4-carboxamide ClC1=C(C=C2C=C(N=CC2=C1)NC(=O)C1CCN(CC1)C)C=1C=NN(C1)C